(4-(4-amino-6-(2-ethynyl-4-methylpyrimidin-5-yl)-7-methyl-7H-pyrrolo[2,3-d]pyrimidin-5-yl)phenyl)(2-ethynylpyrrolidin-1-yl)methanone NC=1C2=C(N=CN1)N(C(=C2C2=CC=C(C=C2)C(=O)N2C(CCC2)C#C)C=2C(=NC(=NC2)C#C)C)C